BrC=1C=C2C(=NC(=NC2=CC1NCC)C)N[C@H](C)C1=C(C(=CC=C1)C(F)F)F (R)-6-bromo-N4-(1-(3-(difluoromethyl)-2-fluorophenyl)ethyl)-N7-ethyl-2-methyl-quinazoline-4,7-diamine